2-(3-fluoro-4-(trifluoromethyl)benzamido)benzo[d]thiazole-6-carboxylic acid FC=1C=C(C(=O)NC=2SC3=C(N2)C=CC(=C3)C(=O)O)C=CC1C(F)(F)F